O=C1N(C(C2=CC=CC=C12)=O)CCOCCOC1=C(C=CC(=C1)F)C=1N=NC(=C2C1SC=C2)C=2C=C1CCN(CC1=CC2)C(=O)OC(C)(C)C tert-butyl 6-[7-[2-[2-[2-(1,3-dioxoisoindolin-2-yl)ethoxy]ethoxy]-4-fluoro-phenyl]thieno[2,3-d]pyridazin-4-yl]-3,4-dihydro-1H-isoquinoline-2-carboxylate